BrC1=C2CCN(C2=CC=C1)CCCN1CCC(CC1)O 4-bromo-1-(3-(4-hydroxypiperidin-1-yl)propyl)indoline